[Sb].CC[N]C1=CC=CC=C1 N-(2-ethyl)phenyl-nitrogen antimony